COC=1C=C(C(=O)NNC(CCC2=C(C(C=C(C2=O)C(C)C)=O)C)=O)C=CC1 3-methoxy-N'-(3-(5-isopropyl-2-methyl-3,6-dioxocyclohex-1,4-dien-1-yl)propionyl)benzoyl-hydrazine